N[C@@H]1[C@@H](OCC12CCN(CC2)C=2C(=NC(=CN2)C2=CC=NC1=C2OC[C@H]2N1C[C@H](C2)COC)CO)C (3-((3S,4S)-4-amino-3-methyl-2-oxa-8-azaspiro[4.5]decan-8-yl)-6-((6aS,8S)-8-(methoxymethyl)-6a,7,8,9-tetrahydro-6H-pyrido[3,2-b]pyrrolo[1,2-d][1,4]oxazin-4-yl)pyrazin-2-yl)methanol